[Br-].C(=C)N1C=[N+](C=C1)CCCC (1-vinyl-3-butylimidazolium) Bromide